Salicylamine C(C=1C(O)=CC=CC1)N